CC1=CC=CC=2C3=CC(=CC=C3NC12)OC Methyl-6-methoxycarbazole